(S)-2-(4-(6-((4-chloro-6-((1-cyanocyclopropyl)carbamoyl)pyridin-3-yl)methoxy)pyridin-2-yl)-2,5-difluorobenzyl)-1-(oxetan-2-ylmethyl)-1H-benzo[d]imidazole-6-carboxylic acid ClC1=C(C=NC(=C1)C(NC1(CC1)C#N)=O)COC1=CC=CC(=N1)C1=CC(=C(CC2=NC3=C(N2C[C@H]2OCC2)C=C(C=C3)C(=O)O)C=C1F)F